C(C)(C)(C)OC(=O)N1CC=2N(CC1)N=C(C2)N 2-amino-6,7-dihydro-4H-pyrazolo[1,5-a]Pyrazine-5-carboxylic acid tert-butyl ester